C1(CC1)C1=C(N(C=C1)C1=C(C=CC=C1Cl)Cl)/C=C/C1CCN(CC1)C(=O)OC(C)(C)C tert-butyl (E)-4-(2-(3-cyclopropyl-1-(2,6-dichlorophenyl)-1H-pyrrol-2-yl)vinyl)piperidine-1-carboxylate